C(C)(C)(C)OC(=O)N1C[C@@H](OCC1)CC1=C(N=C2N1C=CC(=C2)Cl)C2=C(C=C(C=C2)Br)Cl (S)-2-((2-(4-bromo-2-chlorophenyl)-7-chloroimidazo[1,2-a]pyridin-3-yl)methyl)morpholine-4-carboxylic acid tert-butyl ester